6-((1R,3s,5S,6r)-6-(1-Isopropyl-3-(4-(trifluoromethyl)cyclohexyl)-1H-pyrazol-5-yl)bicyclo[3.1.0]hexan-3-yl)-2-thia-6-azaspiro[3.4]octane 2,2-dioxide C(C)(C)N1N=C(C=C1C1[C@H]2CC(C[C@@H]12)N1CC2(CS(C2)(=O)=O)CC1)C1CCC(CC1)C(F)(F)F